SC1N(C(=NN1)C)C(C)=O 1-(5-Mercapto-3-methyl-1,5-dihydro-4H-1,2,4-triazol-4-yl)ethan-1-one